BrC=1C=C(OCC2=NOC(=N2)C)C=CC1F 3-[(3-bromo-4-fluoro-phenoxy)methyl]-5-methyl-1,2,4-oxadiazole